2-(butyldisulfanyl)benzo[d]oxazole C(CCC)SSC=1OC2=C(N1)C=CC=C2